3-(1-(2-chloro-6-methylbenzyl)-4-(2-hydroxypropan-2-yl)-1H-indol-6-yl)-1-methyl-1,6-dihydro-7H-pyrrolo[2,3-c]pyridin-7-one ClC1=C(CN2C=CC3=C(C=C(C=C23)C2=CN(C=3C(NC=CC32)=O)C)C(C)(C)O)C(=CC=C1)C